BrC1=CC=C(/C(=N/OC(=O)C=2OC=CC2)/N)C=C1 (Z)-4-bromo-N'-(furan-2-carbonyloxy)benzamidine